COCC(C(N1CCN(CC1)C1=CC(=CC=C1)C(F)(F)F)=O)CC(=O)N (3-methoxy-1-oxo-1-(4-(3-(trifluoromethyl)phenyl)piperazin-1-yl)propan-2-yl)acetamide